BrCC1=C[C@@H](N=C(N1)C=1SC=CN1)C1=C(C=C(C=C1)F)Cl (R)-6-(bromomethyl)-4-(2-chloro-4-fluorophenyl)-2-(thiazol-2-yl)-1,4-dihydropyrimidine